(4-(4-methylpiperazin-1-yl)-2-nitrophenoxy)ethan-1-ol CN1CCN(CC1)C1=CC(=C(OC(C)O)C=C1)[N+](=O)[O-]